(S)-5-(2-methyl-2-phenylpropionyl)-N-((S)-3-oxo-1-((S)-2-oxopyrrolidin-3-yl)-4-(trifluoromethoxy)butan-2-yl)-5-azaspiro[2.4]heptane-6-carboxamide CC(C(=O)N1CC2(CC2)C[C@H]1C(=O)N[C@@H](C[C@H]1C(NCC1)=O)C(COC(F)(F)F)=O)(C)C1=CC=CC=C1